ClC1=NC2=NC=C(C=C2C=C1)Cl 2,6-dichloro-1,8-naphthyridine